FC1=C(C=C(C=C1)B(O)O)C (4-fluoro-3-methylphenyl)boronic acid